CC(CCCC(=O)OC1=C(C=C(C=C1)Br)C1SCCCS1)C 4-bromo-2-(1,3-dithian-2-yl)phenyl 5-methylhexanoate